3-bromo-5-((4-chloro-phenylimino)methyl)-phenyl isobutyrate C(C(C)C)(=O)OC1=CC(=CC(=C1)C=NC1=CC=C(C=C1)Cl)Br